CC1CCC=2N(C1)C(=NC2)C(=O)OCC ethyl 6-methyl-5,6,7,8-tetrahydroimidazo[1,5-a]pyridine-3-carboxylate